COC1=C(C=CC(=C1)/C=C/C(=O)O)OS(=O)(=O)O The molecule is a member of the class of cinnamic acids that is ferulic acid in which the phenolic hydrogen has been replaced by a sulfo group. It has a role as a human xenobiotic metabolite and a rat metabolite. It is an aryl sulfate, a member of cinnamic acids and a monomethoxybenzene. It derives from a ferulic acid. It is a conjugate acid of a ferulic acid 4-sulfate anion.